CN1C(NC(C=C1C(F)(F)F)=O)=O methyl-2,6-dioxo-4-(trifluoromethyl)-3,6-dihydropyrimidine